2,3-dihydroxynaphthalate OC1=C(C2=CC=CC=C2C=C1O)C(=O)[O-]